C(C)(C)(C)O[C@H]1[C@@H](C[C@H]2N(CCC3=CC(=C(C=C23)OC)OC(C([2H])([2H])[2H])([2H])[2H])C1)O (2R,3R,11bR)-3-(tert-butoxy)-9-(ethoxy-d5)-10-methoxy-1,3,4,6,7,11b-hexahydro-2H-pyrido[2,1-a]isoquinolin-2-ol